boric acid di-oxalate C(C(=O)O)(=O)O.C(C(=O)O)(=O)O.B(O)(O)O